C1(C(C(C(C(C1[2H])([2H])[2H])([2H])[2H])([2H])[2H])([2H])[2H])([2H])C1=C(C(=NN=N1)C1C(C(C(C(C1([2H])C1=CC=CC=2SC3=C(C21)C=CC=C3)([2H])[2H])([2H])[2H])([2H])[2H])([2H])[2H])C3(C(C(C(C(C3[2H])([2H])[2H])([2H])[2H])([2H])[2H])([2H])[2H])[2H] [(diphenyl-d10)triazinyl-Phenyl-d9]dibenzothiophene